ClC=1C=C(C=CC1Cl)C1CN(CCO1)C(=O)[C@H]1N(CCC1)C([C@H](C(C)(C)C)NC(=O)C1=CC2=C(S1)C=CC(=C2)C(F)(F)P(O)(O)=O)=O ((2-(((2S)-1-((2S)-2-(2-(3,4-dichlorophenyl)morpholine-4-carbonyl)pyrrolidin-1-yl)-3,3-dimethyl-1-oxobutan-2-yl)carbamoyl)benzo[b]thiophen-5-yl)difluoromethyl)phosphonic acid